FC=1C=CC2=C(CN3C(C=4N(N(C2)C3)C=C(C(C4O)=O)C(=O)NCC4=C(C=C(C=C4F)F)F)=O)C1 (6S)-10-fluoro-1-hydroxy-2,14-dioxo-N-(2,4,6-trifluorobenzyl)-2,7,12,14-tetrahydro-6,13-methanobenzo[g]pyrido[1,2-b][1,2,5]triazonine-3-carboxamide